FC1=CC(=CC2=C1N(C(S2)=O)C)[N+](=O)[O-] 4-fluoro-3-methyl-6-nitrobenzo[d]thiazol-2(3H)-one